CN(CCCNC(=O)C1=CSC(=C1)C=1C=C2C=CC=NC2=C(C1)O)C N-(3-(dimethylamino)propyl)-5-(8-hydroxyquinolin-6-yl)thiophene-3-carboxamide